Cl.O[C@@H](COC=1C=C(C=2N(C1)N=CC2C#N)C=2C=NC(=CC2)N2CCNCC2)C (R)-6-(2-hydroxypropoxy)-4-(6-(piperazin-1-yl)pyridin-3-yl)pyrazolo[1,5-a]pyridine-3-carbonitrile hydrochloride